O1CCCC2=CC=C(C=C12)CCNC(OC(C)(C)C)=O Tert-butyl (2-(chroman-7-yl)ethyl)carbamate